O=C(CC#N)C=1SC=CC1 3-oxo-3-(2-thienyl)propionitrile